C(C)OC(=C)C1=C(SC=C1)[N+](=O)[O-] 3-(1-ethoxyvinyl)-2-nitro-thiophene